1,3-bis(hydroxymethyl)-6-hydroxybenzene OCC1=CC(=CC=C1O)CO